(±)-2,2'-bis(diphenyl-phosphino)-1,1'-binaphthyl C1(=CC=CC=C1)P(C1=C(C2=CC=CC=C2C=C1)C1=C(C=CC2=CC=CC=C12)P(C1=CC=CC=C1)C1=CC=CC=C1)C1=CC=CC=C1